[Li+].[O-][Ta](=O)=O Lithium tantalate